NC1=NC=2C=CC(=CC2C2=C1C=NN2C)C(=O)N(C)[C@@H]2COC=1C2=NC=C(C1)Br 4-amino-N-((3S)-6-bromo-2,3-dihydrofuro[3,2-b]pyridin-3-yl)-N,1-dimethyl-1H-pyrazolo[4,3-c]quinoline-8-carboxamide